4-(6-chloro-1-methyl-1H-indol-7-yl)-7,7-dimethyl-2-(2-(2-propenoyl)-2,6-diazaspiro[3.4]octan-6-yl)-7,8-dihydro-5H-pyrano[4,3-b]pyridine-3-carbonitrile ClC1=CC=C2C=CN(C2=C1C1=C2C(=NC(=C1C#N)N1CC3(CN(C3)C(C=C)=O)CC1)CC(OC2)(C)C)C